cis-7-(chloromethyl)-3-(3-(3-methyl-1-(4-methyl-4H-1,2,4-triazol-3-yl)cyclobutyl)phenyl)-9-(trifluoromethyl)-4H-pyrido[1,2-a]pyrimidin-4-one ClCC=1C=C(C=2N(C(C(=CN2)C2=CC(=CC=C2)C2(CC(C2)C)C2=NN=CN2C)=O)C1)C(F)(F)F